S(CCC(=O)OCCCCCCCCCCCCCCCCCC)CCC(=O)OCCCCCCCCCCCCCCCCCC di-stearyl thiodipropionate